Methyl 2-((benzyloxy)(phenyl)methyl)-4-hydroxy-9H-pyrimido[4,5-b]indole-7-carboxylate C(C1=CC=CC=C1)OC(C=1N=C(C2=C(NC3=CC(=CC=C23)C(=O)OC)N1)O)C1=CC=CC=C1